trans-isopropyl N-[4-[5-[4-amino-2-(tert-butylsulfamoyl)phenyl] thiazol-2-yl]cyclohexyl]carbamate NC1=CC(=C(C=C1)C1=CN=C(S1)[C@@H]1CC[C@H](CC1)NC(OC(C)C)=O)S(NC(C)(C)C)(=O)=O